CN(C(C)C1=CC(=CC(=C1)C=1N=C2C(=NC1)NC=C2C=2C=NN(C2)C2CCOCC2)N2[C@@H](CCC2)C)C N,N-dimethyl-1-(3-((R)-2-methylpyrrolidin-1-yl)-5-(7-(1-(tetrahydro-2H-pyran-4-yl)-1H-pyrazol-4-yl)-5H-pyrrolo[2,3-b]pyrazin-2-yl)phenyl)ethan-1-amine